6-(dimethylamino)-5-(2-methylpropyloxy)pyrazine-2-carboxylic acid CN(C1=C(N=CC(=N1)C(=O)O)OCC(C)C)C